O1C(OCC1)CO\N=C(/C#N)\C1=CC=CC=C1 (Z)-1,3-dioxacyclopentane-2-ylmethoxyimino(phenyl)acetonitrile